6-(1-(8-isobutyl-8-azabicyclo[3.2.1]octan-3-yl)piperidin-4-yl)-1,4-dimethyl-2-(4-(methylsulfonyl)phenyl)-1H-benzo[d]imidazole C(C(C)C)N1C2CC(CC1CC2)N2CCC(CC2)C=2C=C(C1=C(N(C(=N1)C1=CC=C(C=C1)S(=O)(=O)C)C)C2)C